3,3'-bis(trifluoromethyl)-4,4'-biphenyl-dicarboxylic acid FC(C=1C=C(C=CC1C(=O)O)C1=CC(=C(C=C1)C(=O)O)C(F)(F)F)(F)F